(R)-5-(2-(2,5-difluorophenyl)pyrrolidin-1-yl)pyrazolo[1,5-a]Pyrimidine-3-carboxylic acid ethyl ester C(C)OC(=O)C=1C=NN2C1N=C(C=C2)N2[C@H](CCC2)C2=C(C=CC(=C2)F)F